(R)-3-(4-((3-bromo-1-cyclopentyl-1H-indazol-6-yl)methoxy)phenyl)butanoic acid BrC1=NN(C2=CC(=CC=C12)COC1=CC=C(C=C1)[C@@H](CC(=O)O)C)C1CCCC1